3-(2-Pyridyldithio)propan N1=C(C=CC=C1)SSCCC